C(#N)C1=C(SC2=C1C(=NC=C2F)C=2C1=C(C=3C(=NC(=NC3C2F)N2[C@H]([C@H](CC2)N(C)C)C)O)COC1)NC(OC(C)(C)C)=O tert-Butyl (3-cyano-4-(3-((2S,3S)-3-(dimethylamino)-2-methylpyrrolidin-1-yl)-5-fluoro-1-hydroxy-7,9-dihydrofuro[3,4-f]quinazolin-6-yl)-7-fluorothieno[3,2-c]pyridin-2-yl)carbamate